O1C(=NC2=C1C=CC=C2)C=2N=C(N(C(C2OC)=O)C)N2C(C1=CC(=CC=C1CC2)C(=O)OC)C2=C(C=CC=C2)Cl methyl 2-[4-(1,3-benzoxazol-2-yl)-5-methoxy-1-methyl-6-oxopyrimidin-2-yl]-1-(2-chlorophenyl)-3,4-dihydro-1H-isoquinoline-7-carboxylate